(R)-4-(1-ethyl-1H-1,2,3-triazol-4-yl)-N-(3-methylthieno[3,2-c]pyridin-4-yl)-N-(piperidin-3-yl)benzamide C(C)N1N=NC(=C1)C1=CC=C(C(=O)N([C@H]2CNCCC2)C2=NC=CC3=C2C(=CS3)C)C=C1